[Ni].[Ti].[Mo] Molybdenum Titanium-nickel